(R)-2-(oxiran-2-ylmethyl)-1,2,3,4-tetrahydroisoquinoline maleate salt C(\C=C/C(=O)O)(=O)O.O1[C@@H](C1)CN1CC2=CC=CC=C2CC1